1-(4-bromobut-2-en-1-yl)-5-carbamoyl-2-(1-ethyl-3-methyl-1H-pyrazole-5-carboxamido)-1H-benzo[d]imidazol BrCC=CCN1C(=NC2=C1C=CC(=C2)C(N)=O)NC(=O)C2=CC(=NN2CC)C